di-isopropyl ketomalonate oxime O=C(C(OC(C)C)=NO)C(=O)OC(C)C